N1(C=NC=C1)C1=CC=C(C=C1)C1=CC(=NN1)NC=1C(=CC(=NC1)NC(C)=O)C N-(5-((5-(4-(1H-imidazol-1-yl)phenyl)-1H-pyrazol-3-yl)amino)-4-methylpyridin-2-yl)acetamide